1'-(3-Cyano-3,3-diphenylpropyl)[1,4'-bipiperidine]-4'-carboxamide C(#N)C(CCN1CCC(CC1)(N1CCCCC1)C(=O)N)(C1=CC=CC=C1)C1=CC=CC=C1